2-(4-phenylbut-1-yn-1-yl)aniline C1(=CC=CC=C1)CCC#CC1=C(N)C=CC=C1